acetamidobenzenesulfonamide CC(=O)NC1=CC=CC=C1S(=O)(=O)N